(S)-8-(difluoromethoxy)-7',8'-difluoro-6-(trifluoromethyl)-3H-spiro[imidazo[1,2-a]Pyridine-2,4'-thiochroman] FC(OC=1C=2N(C=C(C1)C(F)(F)F)C[C@@]1(CCSC3=C(C(=CC=C13)F)F)N2)F